2-(2,6-dimethylpyridin-4-yl)-3-isopropyl-5-(1-(2-(2-methoxyethoxy)ethyl)piperidin-4-yl)-1H-indole CC1=NC(=CC(=C1)C=1NC2=CC=C(C=C2C1C(C)C)C1CCN(CC1)CCOCCOC)C